BrC=1C(=NN2C1N=CC=C2C(=O)OCC)CO ethyl 3-bromo-2-(hydroxymethyl)pyrazolo[1,5-a]pyrimidine-7-carboxylate